5-(4-(2-(tert-butyl)phenyl)-5-(trimethylsilyl)pyridin-2-yl)benzo[d]pyrrolo[2,1-b]thiazole C(C)(C)(C)C1=C(C=CC=C1)C1=CC(=NC=C1[Si](C)(C)C)C1=CC=CC=2N3C(SC21)=CC=C3